CC1=CC(=NC(=C1)C)NC1=NC=C(C=N1)C(=O)NCCC=1C(=NN2C1C=CC=C2)C 2-((4,6-Dimethylpyridin-2-yl)amino)-N-(2-(2-methylpyrazolo[1,5-a]pyridin-3-yl)ethyl)pyrimidine-5-carboxamide